C(N)(=N)N1CCC(=CC1)C1=CC(=C(C=C1)NC(C1=CC=C(C(=O)NC2=CC=C(C=C2)CNC(=N)N)C=C1)=O)OC N-[4-(1-carbamimidoyl-1,2,3,6-tetrahydro-pyridin-4-yl)-2-methoxy-phenyl]-N'-(4-guanidinomethyl-phenyl)-terephthalamide